tert-butyl (4aS,7aR)-4a-(((7-chloro-4-(dimethylamino)-8-fluoro-5-methoxypyrido[4,3-d]pyrimidin-2-yl)oxy)methyl)octahydro-1H-cyclopenta[b]pyridine-1-carboxylate ClC1=C(C=2N=C(N=C(C2C(=N1)OC)N(C)C)OC[C@]12[C@H](N(CCC1)C(=O)OC(C)(C)C)CCC2)F